3-(1,3,4-oxadiazol-2-yl)azetidine-1-carboxylic acid tert-butyl ester C(C)(C)(C)OC(=O)N1CC(C1)C=1OC=NN1